1-naphthyl-propionic acid C1(=CC=CC2=CC=CC=C12)C(C(=O)O)C